IC1(CC=CC=C1)I 2,2-diiodobenzene